5-((2-(cyclopentyl(methyl)amino)ethyl)carbamoyl)-3-methylthiophen C1(CCCC1)N(CCNC(=O)C1=CC(=CS1)C)C